2,2,2-trifluoroethyl (2R,5S)-4-(5-(2-fluorophenyl)-7-(1-methyl-1H-pyrazol-4-yl)-7H-pyrrolo[2,3-d]pyrimidin-4-yl)-2,5-dimethylpiperazine-1-carboxylate FC1=C(C=CC=C1)C1=CN(C=2N=CN=C(C21)N2C[C@H](N(C[C@@H]2C)C(=O)OCC(F)(F)F)C)C=2C=NN(C2)C